(1s,3s)-3-((5-bromothiazol-2-yl)(tert-butoxycarbonyl)amino)cyclobutane-1-carboxylic acid methyl ester COC(=O)C1CC(C1)N(C(=O)OC(C)(C)C)C=1SC(=CN1)Br